COC1=CC=C(C(=O)N2CCN(CC2)C(=O)C2=NC3=CC=CC=C3C=C2)C=C1 (4-(4-Methoxybenzoyl)piperazin-1-yl)(quinolin-2-yl)methanone